5-(methoxymethyl)picolinic acid COCC=1C=CC(=NC1)C(=O)O